ClC1=NC=NC2=CC(=C(C=C12)NC1CCN(CC1)C(=O)OC(C)(C)C)OCC tert-butyl 4-((4-chloro-7-ethoxyquinazolin-6-yl)amino)piperidine-1-carboxylate